ClC=1C=C(C=CC1CC(=O)N)C1=C(C(=CC=C1)C1=CC(=C(C=C1)CC(=O)N)F)O (3-chloro-3''-fluoro-2'-hydroxy-[1,1':3',1''-terphenyl]-4,4''-diyl)diacetic amide